(M)-2-[4-[4-(aminomethyl)-1-oxo-2H-phthalazin-6-yl]-2-methyl-pyrazol-3-yl]-6-(cyclopropoxy)-3-fluoro-4-methyl-benzonitrile NCC1=NNC(C2=CC=C(C=C12)C1=C(N(N=C1)C)C1=C(C#N)C(=CC(=C1F)C)OC1CC1)=O